5-(5-(4-bromothiophen-2-yl)-1-propionyl-4,5-dihydro-1H-pyrazol-3-yl)-4-methylthieno[2,3-b]pyridin-6(7H)-one BrC=1C=C(SC1)C1CC(=NN1C(CC)=O)C1=C(C2=C(NC1=O)SC=C2)C